6-(2-amino-5-(3-((dimethylamino)methyl)-4-(tetrahydro-2H-pyran-4-yl)phenyl)-6-fluoropyridin-3-yl)-7-fluoro-3,4-dihydroisoquinolin-1(2H)-one NC1=NC(=C(C=C1C=1C=C2CCNC(C2=CC1F)=O)C1=CC(=C(C=C1)C1CCOCC1)CN(C)C)F